C(CCCCCCCCCCC)OP(=O)(O)O.P(=O)(OCCCCCCCCCCCC)(O)O dodecyl dihydrogen phosphate (dodecyl dihydrogen phosphate)